NC1=C(C(=NC=C1)C(=O)N)C 4-amino-3-methylpyridineformamide